COC(=O)C=1NC=C(C1)C1=NC(=NC=C1Cl)Cl 4-(2,5-dichloropyrimidin-4-yl)-1H-pyrrole-2-carboxylic acid methyl ester